ClC1=C(C=NN1C1C(C1)(F)F)NC1=NC2=CC(=C(C=C2C=N1)C)N1CCNCC1 N-(5-chloro-1-(2,2-difluorocyclopropyl)-1H-pyrazol-4-yl)-6-methyl-7-(piperazin-1-yl)quinazolin-2-amine